COC=1N=C2C(=CC=NC2=CC1OC)OC1=C(C=C(C=C1)NC(=O)C=1C(=NC(=C(C1O)C1=COC=C1)C)C)F N-[4-[(6,7-Dimethoxy-1,5-naphthyridin-4-yl)oxy]-3-fluoro-phenyl]-5-(3-furyl)-4-hydroxy-2,6-dimethyl-pyridine-3-carboxamide